C1(=CC(=CC=C1)NC=1C=C(C=CC1)C1=CC=CC=C1)C1=CC=CC=C1 di-(3-biphenylyl)amine